C(C)(C)(C)OC(=O)N[C@@H](C(=O)O)COC (R)-2-((tert-butoxycarbonyl)amino)-3-methoxypropanoic acid